FC1(CC(C1)N1C[C@@H](CCC1)NC=1N=NC(=C(N1)C)C1=CC=C2C(C=CS2)=C1O)F (R)-5-(3-((1-(3,3-difluorocyclobutyl)piperidin-3-yl)amino)-5-methyl-1,2,4-triazine-6-yl)benzothiophene-4-ol